N'-tetraphenyl-1,4-diaminobut-2-ene C1(=CC=CC2=CC=C3C=C4C=CC=CC4=CC3=C12)NCC=CCN